C(C(=O)O)(=O)O.C(C(=O)O)(=O)O.FC1(CN(CC1)C1=CC(=CC(=N1)NC=1C=C(C#N)C=CN1)C1CCNCC1)F 2-((6-(3,3-difluoropyrrolidin-1-yl)-4-(piperidin-4-yl)pyridin-2-yl)amino)isonicotinonitrile dioxalate salt